4-(4-fluoropyridin-3-yl)-6-(6-(trifluoromethyl)pyridin-2-yl)-N-(2-(trifluoromethyl)pyridin-4-yl)-1,3,5-triazin-2-amine FC1=C(C=NC=C1)C1=NC(=NC(=N1)C1=NC(=CC=C1)C(F)(F)F)NC1=CC(=NC=C1)C(F)(F)F